3-Methylheptanedioic acid CC(CC(=O)O)CCCC(=O)O